C(C)N(S(=O)(=O)C1=CC=C(C=C1)S(=O)(=O)N1C[C@@H](CCC1)C(=O)N[C@@H]1CN(CC1)C(=O)OC(C)(C)C)CC tert-butyl (S)-3-((R)-1-((4-(N,N-diethylsulfamoyl)phenyl)sulfonyl) piperidine-3-carboxamido)pyrrolidine-1-carboxylate